[C@H]12CN(C[C@H](CC1)N2)C2=NC(=NC=1C[C@@]3(CN(C4=CC=CC=C4C3)C)CCC21)OC[C@H]2N(CCC2)C (R)-4-((1R,5S)-3,8-diazabicyclo[3.2.1]octan-3-yl)-1'-methyl-2-(((S)-1-methylpyrrolidin-2-yl)methoxy)-1',4',5,8-tetrahydro-2'H,6H-spiro[quinazoline-7,3'-quinoline]